NC1=NC2=C(C=3N1N=C(N3)C=3OC=CC3)SC(N2CCN2CCN(CC2)C2=C(C=C(C=C2)[S@@](=O)C)F)=O (S)-5-amino-3-(2-(4-(2-fluoro-4-(methylsulfinyl)phenyl)piperazin-1-yl)ethyl)-8-(furan-2-yl)thiazolo[5,4-e][1,2,4]triazolo[1,5-c]pyrimidin-2(3H)-one